5-allyl-2-bromo-6-[(2-methylallyl)oxy]benzofuran C(C=C)C=1C(=CC2=C(C=C(O2)Br)C1)OCC(=C)C